C(C)(C)(C)OC(C[C@@H]1OC(O[C@@H](C1)CCN)(C)C)=O.ClC1=CC=C(OC2=C(C(=O)NS(=O)(=O)C3=CC(=C(C=C3)NCC3=CC=C(C=C3)C(NO)=O)[N+](=O)[O-])C=CC=C2)C=C1 2-(4-chlorophenoxy)-N-(4-(4-(hydroxycarbamoyl)benzylamino)-3-nitrobenzenesulfonyl)benzamide tert-butyl-2-((4R,6R)-6-(2-aminoethyl)-2,2-dimethyl-1,3-dioxan-4-yl)acetate